ClC1=C(N=C(NC1=O)C1=CC(=NC=C1)F)N1CCNCC(C1)F 5-chloro-4-(6-fluoro-1,4-diazepan-1-yl)-2-(2-fluoro-4-pyridinyl)-1H-pyrimidin-6-one